2,4-diamino-6-dimethylamino-1,3,5-triazine NC1=NC(=NC(=N1)N)N(C)C